C1(CCCCC1)C(CC1=C2C(=C3N(C(C2=CC=C1)=O)CC1=CC=CC=C13)C1=CC=CC=C1)=O (2-cyclohexyl-2-oxoethyl)-12-phenylisoindolo[2,1-b]isoquinolin-5(7H)-one